N1N=CC=C1C1=CC=C(C=N1)NC(=O)[C@@H]1N(C[C@H](C1)F)CC1=NC=CC2=C1OCO2 (2R,4S)-N-(6-(1H-pyrazol-5-yl)pyridin-3-yl)-1-([1,3]dioxolo[4,5-c]pyridin-4-ylmethyl)-4-fluoropyrrolidine-2-carboxamide